C(CCC)[N+](CCCC)(CCCC)CCCC.S(=O)(=O)(ON1C(N2[C@@H](C=3N(N=CC3[C@@H]1C2)C)/C(/NC)=N/OC(C(C)(C)C)=O)=O)[O-] [(1R,7S)-7-[(Z)-N'-(2,2-dimethylpropanoyloxy)-N-methyl-carbamimidoyl]-5-methyl-9-oxo-4,5,8,10-tetrazatricyclo[6.2.1.02,6]undeca-2(6),3-dien-10-yl] sulfate tetrabutylammonium salt